1-(6,7-dihydro-5H-benzo[6,7]cyclohepta[1,2-c]pyridazin-3-yl)-N3-(3-fluoro-4-(4-(4-methylpiperidin-1-yl)piperidin-1-yl)phenyl)-1H-1,2,4-triazole-3,5-diamine N1=NC(=CC2=C1C1=C(CCC2)C=CC=C1)N1N=C(N=C1N)NC1=CC(=C(C=C1)N1CCC(CC1)N1CCC(CC1)C)F